(4-bromo-3-methylbenzyl)isoindoline-1,3-dione BrC1=C(C=C(CN2C(C3=CC=CC=C3C2=O)=O)C=C1)C